{4-[1-cyclopropyl-4-(trifluoromethyl)imidazol-2-yl]phenyl-methyl}-2-(4-cyclopropyl-6-methoxypyrimidin-5-yl)-6-(1-methyl-1,2,3-triazol-4-yl)pyrido[2,3-d]pyrimidin-7-one C1(CC1)N1C(=NC(=C1)C(F)(F)F)C1=CC=C(C=C1)CC=1C=2C(N=C(N1)C=1C(=NC=NC1OC)C1CC1)=NC(C(C2)C=2N=NN(C2)C)=O